1-chloro-2-(trifluoromethyl)benzene ClC1=C(C=CC=C1)C(F)(F)F